C[Si](C(CCCCCCCC(N(C)C)N(C)C)[SiH3])(OC)OC 1-methyldimethoxysilyl-8-bis(dimethylamino)methyl-silyl-octane